Cl.Cl.C(CCC=1C=C(C=CC1)C[C@H](C(=O)O)[C@@H]1CNCC1)C=1C=C(C=CC1)C[C@H](C(=O)O)[C@@H]1CNCC1 (2S,2'S)-3,3'-[Propane-1,3-diyldi(3,1-phenylene)]bis{2-[(3R)-pyrrolidin-3-yl]propanoic acid} dihydrochloride